3-Amino-N-((S)-1-(5-(((S)-1,1-dimethyl-2,3-dihydro-1H-inden-2-yl)amino)pyridin-2-yl)-2,2,2-trifluoroethyl)-N-methylbicyclo[1.1.1]pentane-1-carboxamide dihydrochloride Cl.Cl.NC12CC(C1)(C2)C(=O)N(C)[C@H](C(F)(F)F)C2=NC=C(C=C2)N[C@@H]2C(C1=CC=CC=C1C2)(C)C